4-(4-(3,4-dichlorophenyl)-5-isobutylthiazol-2-yl)piperazine-2-carboxylic acid ClC=1C=C(C=CC1Cl)C=1N=C(SC1CC(C)C)N1CC(NCC1)C(=O)O